2,4-di-t-amyl-6-[1-(3,5-di-t-amyl-2-hydroxyphenyl)ethyl]phenylacrylate C(C)(C)(CC)C1=C(C(=CC(=C1)C(C)(C)CC)C(C)C1=C(C(=CC(=C1)C(C)(C)CC)C(C)(C)CC)O)OC(C=C)=O